C(C1CCCO1)NCC1=CC(=C(C(=C1)OC)OC)CNCC1CCCO1 1,3-bis(tetrahydrofurfurylaminomethyl)-4,5-dimethoxybenzene